C(#N)C1=C(C=C(C=C1)C1=CN(C2=NC=CC(=C21)OC2=C(C=C(C=C2F)NC(=O)N[C@H](C)C2COC2)F)COCC[Si](C)(C)C)OC(C)C |r| (+/-)-N-{4-[(3-{4-cyano-3-[(propan-2-yl)oxy]phenyl}-1-{[2-(trimethylsilyl)ethoxy]methyl}-1H-pyrrolo[2,3-b]pyridin-4-yl)oxy]-3,5-difluorophenyl}-N'-[(1R)-1-(oxetan-3-yl)ethyl]urea